3-(4-{6-[2-(6-Fluoro-4-methoxy-2-methyl-indol-1-yl)-ethylamino]-pyrimidin-4-yl}-phenyl)-4H-[1,2,4]oxadiazol-5-one FC1=CC(=C2C=C(N(C2=C1)CCNC1=CC(=NC=N1)C1=CC=C(C=C1)C1=NOC(N1)=O)C)OC